C1(=CC=CC=C1)S(=O)(=O)NCC=1C=C(C=CC1)/C=C/[C@@H](CCOC1=C(C=CC=C1)CCC(=O)O)O 3-[2-[(E,3R)-5-[3-(Benzenesulfonamidomethyl)phenyl]-3-hydroxypent-4-enoxy]phenyl]propanoic acid